ClC=1C=C2CN(C(C2=C(C1)C(=C)OCC)=O)[C@@H](C)C1CC1 (S)-5-chloro-2-(1-cyclopropylethyl)-7-(1-ethoxyvinyl)isoindolin-1-one